ClC=1C(=C(C(=O)O)C(=CC1C#N)NC1=C(C=C(C=C1)F)C)F 3-chloro-4-cyano-2-fluoro-6-((4-fluoro-2-methylphenyl)amino)benzoic acid